2-propenyl pelargonate C(CCCCCCCC)(=O)OCC=C